N-(1-methyltetrazol-5-yl)-2-(1,2,4-triazol-1-yl)-6-(trifluoromethyl)pyridin-3-carboxamide CN1N=NN=C1NC(=O)C=1C(=NC(=CC1)C(F)(F)F)N1N=CN=C1